OCC1(CCN(CC1)S(=O)(=O)C=1C=CC(=C(C1)C=1NC(C2=C(N1)C(=CN2C)CCC)=O)OCCC)CO 2-(5-((4,4-bis(hydroxymethyl)piperidin-1-yl)sulfonyl)-2-propoxyphenyl)-5-methyl-7-propyl-3,5-dihydro-4H-pyrrolo[3,2-d]pyrimidin-4-one